2-amino-N-(1H-indol-1-yl)-3-methyl-N-((5-(trifluoromethyl)pyridin-2-yl)methyl)quinoline-6-carboxamide NC1=NC2=CC=C(C=C2C=C1C)C(=O)N(CC1=NC=C(C=C1)C(F)(F)F)N1C=CC2=CC=CC=C12